7-hydroxy-4-(1-carboxy-4-diethylamino-1-methylbutylamino)quinoline OC1=CC=C2C(=CC=NC2=C1)NC(CCCN(CC)CC)(C)C(=O)O